ClC=1C=C(C=C2C(C=C(OC12)C1=CC=C(C=C1)O)=O)C#N 8-chloro-2-(4-hydroxyphenyl)-4-oxo-chromen-6-carbonitrile